ClC=1C=C2C=NNC2=C(C1)S(=O)(=O)N(C)CC(=O)NC1=CC(N(C=C1)C)=O 2-(5-chloro-N-methyl-1H-indazole-7-sulfonamido)-N-(1-methyl-2-oxo-1,2-dihydropyridin-4-yl)acetamide